Glycidoxypropyltri-ethoxysilan C(C1CO1)OCCC[Si](OCC)(OCC)OCC